ethyl (S)-3-(benzyl((R)-1-phenylethyl)amino)-3-(3-iodophenyl)propanoate C(C1=CC=CC=C1)N([C@@H](CC(=O)OCC)C1=CC(=CC=C1)I)[C@H](C)C1=CC=CC=C1